C(CCCCCCCCCCCCCCC)(=O)N[C@@H](CC1=CNC=N1)C(=O)O N-hexadecoyl-histidine